endo-5,6-dimethoxycarbonyl-norbornene ethyl-3-((4-chloro-3-(trifluoromethoxy)benzyl)amino)-1H-pyrrole-2-carboxylate C(C)OC(=O)C=1NC=CC1NCC1=CC(=C(C=C1)Cl)OC(F)(F)F.COC(=O)C1C2C=CC(C1C(=O)OC)C2